4-(4-amino-2,3-dihydro-1H-inden-5-yl)pyridinecarbonitrile NC1=C2CCCC2=CC=C1C1=CC(=NC=C1)C#N